[Au].C(CCCC)N1N=C(C=C1)C1=CC=C(N)C=C1 4-(1-pentyl-1H-pyrazol-3-yl)aniline gold